C(CCC)OC(NS(=O)(=O)C1=C(C=C(C=C1)CCC)C1=CC=C(C=C1)CN1C(=NC=C1)C(C)(C)O)=O ((4'-((2-(2-hydroxypropan-2-yl)-1H-imidazol-1-yl)methyl)-5-propyl-[1,1'-biphenyl]-2-yl)sulfonyl)carbamic acid butyl ester